CC1=C(N[N+](=C1)C1=CC=CC=C1)C dimethylphenylpyrazolium